C1=C(C=C(C=C1)NC(=O)O)NC(=O)O.CC1(NC(CC(C1)C(N(C)C)C1CC(NC(C1)(C)C)(C)C)(C)C)C bis(2,2,6,6-tetramethyl-4-piperidyl)trimethylamine benzene-2,4-dicarbamate